FC(N1NC(C2(N3C1=CC1=C3N=C(N=C1)NC1=CC=C(C=C1)S(=O)(=O)N)CCCCC2)=O)F 4-((1'-(difluoromethyl)-3'-oxo-2',3'-dihydro-1'H-spiro[cyclohexane-1,4'-pyrimido[5',4':4,5]pyrrolo[2,1-c][1,2,4]triazin]-7'-yl)amino)benzenesulfonamide